ClC1=C(C=CC=C1)C1=C(C(=C(C(=C1)N)N)C1=C(C=CC=C1)Cl)CCCN(C)C bis(2-chlorophenyl)-4-(3-(dimethylamino)propyl)benzene-1,2-diamine